ethylbutyl propionate C(CC)(=O)OC(CCC)CC